N-((R)-3-([1,1'-biphenyl]-4-yl)-1-amino-1-oxopropan-2-yl)-4-hydroxypyrrolidine-2-carboxamide C1(=CC=C(C=C1)C[C@H](C(=O)N)NC(=O)C1NCC(C1)O)C1=CC=CC=C1